6-bromo-N2-(2,4-difluorophenyl)-N4-(5-cyclopropyl-1H-pyrazol-3-yl)quinazoline-2,4-diamine BrC=1C=C2C(=NC(=NC2=CC1)NC1=C(C=C(C=C1)F)F)NC1=NNC(=C1)C1CC1